methyl-2-mentholate COC(=O)C1C(CCC(C1O)C(C)C)C